OCCC(C(C#N)C1=CC=CC=C1)C1=CC=CC=C1 5-hydroxy-2,3-diphenylvaleronitrile